(R)-(4-(4-fluoropyrazolo[1,5-a]pyridin-2-yl)-6,7-dihydro-1H-imidazo[4,5-c]pyridin-5(4H)-yl)(5-(pyrazin-2-yl)-1,3,4-oxadiazol-2-yl)methanone FC=1C=2N(C=CC1)N=C(C2)[C@@H]2N(CCC1=C2N=CN1)C(=O)C=1OC(=NN1)C1=NC=CN=C1